[Si](C)(C)(C(C)(C)C)O[C@@H]([C@@H](N(C)C(=O)C1(CCC(CC1)(F)F)C1=CC=C(C=C1)OC)C(=O)NC1=CC=C2C(=N1)C=NN2C(=O)OC(C)(C)C)C tert-Butyl 5-[(O-[tert-butyl(dimethyl)silyl]-N-{[4,4-difluoro-1-(4-methoxyphenyl)cyclohexyl]carbonyl}-N-methyl-D-allothreonyl)amino]-1H-pyrazolo[4,3-b]pyridine-1-carboxylate